COC(=O)C=1C=CC2=C(N(C(=N2)CN2N=CC(=C(C2=O)C)B(O)O)C[C@H]2OCC2)C1 (S)-(1-((6-(methoxycarbonyl)-1-(oxetan-2-ylmethyl)-1H-benzo[d]imidazol-2-yl)methyl)-5-methyl-6-oxo-1,6-dihydropyridazin-4-yl)boronic acid